3-(3-(difluoromethyl)bicyclo[1.1.1]pentan-1-yl)-1-methylquinoxalin-2(1H)-one FC(C12CC(C1)(C2)C=2C(N(C1=CC=CC=C1N2)C)=O)F